N-(4-(3-(3,5-dimethylisoxazol-4-yl)-5-(methylsulfonamido)phenoxy)-3,5-dimethylphenyl)-3-(1H-imidazol-1-yl)propanamide CC1=NOC(=C1C=1C=C(OC2=C(C=C(C=C2C)NC(CCN2C=NC=C2)=O)C)C=C(C1)NS(=O)(=O)C)C